N1C2C(CCC1)CN(C2)C(=O)OC(C)(C)C tert-butyl 1,2,3,4,4a,5,7,7a-octahydropyrrolo[3,4-b]pyridine-6-carboxylate